3,4-Dimethyl-5-pentyl-2-furanheptanoic acid CC1=C(OC(=C1C)CCCCC)CCCCCCC(=O)O